5-(trifluoromethoxy)benzo[b]thiophene-2-carboxamide FC(OC1=CC2=C(SC(=C2)C(=O)N)C=C1)(F)F